N=S(/C=C/CNC(=O)C=1C(NC=C2CCCCC12)=O)(=O)C1=CC=C(C=C1)NC N-[(2E)-3-{imino[4-(methylamino)phenyl]oxo-λ6-sulfanyl}prop-2-en-1-yl]-3-oxo-2,3,5,6,7,8-hexahydroisoquinoline-4-carboxamide